ethyl (E)-(2-cyano-3-ethoxyacryloyl)carbamate C(#N)/C(/C(=O)NC(OCC)=O)=C\OCC